C(C(O)C(C(=O)[O-])CC(=O)[O-])(=O)[O-].[Ca+2].C(C(O)C(C(=O)[O-])CC(=O)[O-])(=O)[O-].[Ca+2].[Ca+2] Calcium isocitrate